tert-butyl 3-[(3-fluoro-2-methoxyphenyl)carbamothioyl]-2-oxo-4-[[(3-[4H,5H,6H-pyrrolo[1,2-b]pyrazol-3-ylmethoxy]pyridin-4-yl)methyl]amino]-5,6-dihydropyridine-1-carboxylate FC=1C(=C(C=CC1)NC(=S)C=1C(N(CCC1NCC1=C(C=NC=C1)OCC1=C2N(N=C1)CCC2)C(=O)OC(C)(C)C)=O)OC